C1(CC1)C1=NN=C2N1C=CC(=C2C)C=C 3-Cyclopropyl-8-methyl-7-vinyl-[1,2,4]triazolo[4,3-a]pyridine